(E)- or (Z)-1-butyl-4-(Benzyloxyimino)-3-methyl-9-oxo-4,9-dihydro-1H-naphtho[2,3-d]imidazolium C(CCC)[NH+]1CN(C2=C1C(C1=CC=CC=C1C2=NOCC2=CC=CC=C2)=O)C